3,4,5,6-tetrachloro-1,2-benzenediol ClC1=C(C(=C(C(=C1Cl)Cl)Cl)O)O